N-(2-Chloro-4-fluorophenyl)-N-{4-[2-(2-chloro-4-fluorophenyl)acetamido]pyridin-2-yl}acetamide ClC1=C(C=CC(=C1)F)N(C(C)=O)C1=NC=CC(=C1)NC(CC1=C(C=C(C=C1)F)Cl)=O